C(CC)C=1C=C(C=CC1O)C1=CC(=C(C=C1)O)CCC 3,3'-dipropyl[1,1'-biphenyl]-4,4'-diol